NC1(CN(CC1)C(=O)OC(C)(C)C)C1=C(C=CC=C1Cl)C tert-butyl 3-amino-3-(3-chloro-2-tolyl)-1-pyrrolidinecarboxylate